2-{1-[(2-Amino-9H-purin-6-yl)amino]ethyl}-3-(3,5-difluorophenyl)-4H-pyrido[1,2-a]pyrimidin-4-one Trifluoroacetic Acid Salt FC(C(=O)O)(F)F.NC1=NC(=C2N=CNC2=N1)NC(C)C=1N=C2N(C(C1C1=CC(=CC(=C1)F)F)=O)C=CC=C2